4-methoxy-2,3-dihydro-1H-inden-1-one COC1=C2CCC(C2=CC=C1)=O